C[C@@H]1CC(=O)[C@]2([C@@H](O1)O[C@@H]3[C@H]([C@@H]([C@@H]([C@@H]([C@H]3O2)[NH2+]C)O)[NH2+]C)O)O The molecule is an organic cation obtained by protonation of the secondary amino groups of spectinomycin. It is an organic cation and an ammonium ion derivative. It is a conjugate acid of a spectinomycin and a spectinomycin(1+).